5-chloro-2-nitrobenzoic acid 2-(diethylamino)-ethyl ester C(C)N(CCOC(C1=C(C=CC(=C1)Cl)[N+](=O)[O-])=O)CC